O1C(CCCCCCC\C=C/CCC1)=O (Z)-oxacyclotetradec-10-en-2-one